ClC1=CC(=C(C=C1)C1=CC=C2CN(C(C2=C1)=O)C1=CC(=CC(=C1)CNCC1CC1)Cl)C1=NN=CN1C 6-(4-Chloro-2-(4-methyl-4H-1,2,4-triazol-3-yl)phenyl)-2-(3-chloro-5-(((cyclopropylmethyl)amino)methyl)phenyl)isoindolin-1-one